C1=CC=CCCCCC1 Cyclononadien